C(CCCCCCCCC)SC1=CC=C(C=C1)C=CC(=O)C1=C(C=CC=C1O)O 3-(4-Decylsulfanylphenyl)-1-(2,6-dihydroxyphenyl)prop-2-en-1-one